CC1=C(C=CC=C1NC(=O)C1=CC(=C(C=N1)CNC(C(=O)O)CO)C1CC1)C1=C(C(=CC=C1)NC(=O)C1=CC(=C(C=N1)CNC(C(=O)O)CO)C1CC1)C ((((2,2'-dimethyl-[1,1'-biphenyl]-3,3'-diyl)bis(azanediyl))bis(carbonyl)bis(4-cyclopropylpyridine-6,3-diyl))bis(methylene))bis(azanediyl)bis(3-hydroxypropanoic acid)